3-(4-(4-chlorophenyl)-2-oxopyrrolidin-1-yl)bicyclo[1.1.1]pentane-1-carboxylic acid ClC1=CC=C(C=C1)C1CC(N(C1)C12CC(C1)(C2)C(=O)O)=O